C(#N)N(C=1SC(=C(N1)C(=O)NC1C(CC1)(C)C)C)C1=CC(=NC(=C1)F)F 2-[cyano-(2,6-difluoro-4-pyridyl)amino]-N-(2,2-dimethyl-cyclobutyl)-5-methylthiazole-4-carboxamide